ClC=1C(=C2C=NNC2=C(C1F)[C@@H](COC)C)C=1N=CC=2N(C1)C=CN2 6-(5-chloro-6-fluoro-7-((S)-1-methoxypropan-2-yl)-1H-indazol-4-yl)imidazo[1,2-a]pyrazin